(7R,14R)-1-(difluoromethoxy)-11-(4-(dimethylphosphoryl)-3-(trifluoromethyl)phenyl)-6-(methyl-d3)-6,7-dihydro-7,14-methanobenzo[f]benzo[4,5]imidazo[1,2-a][1,4]diazocin-5(14H)-one FC(OC1=CC=CC=2C(N([C@H]3C=4N([C@@H](C21)C3)C3=C(N4)C=CC(=C3)C3=CC(=C(C=C3)P(=O)(C)C)C(F)(F)F)C([2H])([2H])[2H])=O)F